C(C=C)(=O)OC1=C(C=C(C=C1)C=O)C=1OC2=C(N1)C=CC=C2 2-(benzo[d]oxazol-2-yl)-4-formylphenyl acrylate